6-(4-([1,1'-biphenyl]-4-yloxy)-2,5-dimethylthiophene-3-carboxamido)spiro[3.3]heptane C1(=CC=C(C=C1)OC=1C(=C(SC1C)C)C(=O)NC1CC2(CCC2)C1)C1=CC=CC=C1